C1(=CC=CC=C1)C1=CSC=2N=C(N=C(C21)N2CCN(CC2)CCN2CCCC2)C2=NC=CC=C2 1-[5-phenyl-2-(pyridin-2-yl)thieno[2,3-d]pyrimidin-4-yl]-4-[2-(pyrrolidin-1-yl)ethyl]piperazine